COC(C(N=CC1=CC=CC=C1)=CC1=CC=CC=C1)=O dibenzylideneglycine methyl ester